Trimethylsilyl-acetylene C[Si](C)(C)C#C